(S)-2-((2-amino-6-(1H-pyrazol-5-yl)thieno[3,2-d]pyrimidin-4-yl)amino)-1-propanol NC=1N=C(C2=C(N1)C=C(S2)C2=CC=NN2)N[C@H](CO)C